FC1=C(C=CC(=C1F)OC)C=1N=C(N(C1)C)C(=O)N (2,3-difluoro-4-methoxy-phenyl)-1-methyl-imidazole-2-carboxamide